O=C1NC(=C(C=C1C(=O)N)C1=CC=C(C=C1)OC1CCOCC1)C(F)(F)F 2-oxo-5-(4-((tetrahydro-2H-pyran-4-yl)oxy)phenyl)-6-(trifluoromethyl)-1,2-dihydropyridine-3-carboxamide